COCCS(=O)(=O)N1CCC2=CC(=C(C=C12)N1CCC2(CC2)CC1)C(=O)NC1=NC(=CC=C1)N1CCOCC1 1-((2-methoxyethyl)sulfonyl)-N-(6-morpholinopyridin-2-yl)-6-(6-azaspiro[2.5]octan-6-yl)indoline-5-carboxamide